FC1(CC(C2=CC=CC(=C12)NC(C1=CN=CC=C1)=O)C)F N-(3,3'-difluoro-methyl-indan-4-yl)-nicotinamide